ClC1=CC(=C(N=N1)OC1=CC(=CC=C1)C1CC1)C=1N[C@@H](CC(N1)=O)CC1=C(C=C(C=C1)C)C |r| rac-2-[6-chloro-3-(3-cyclopropylphenoxy)pyridazin-4-yl]-6-[(2,4-dimethylphenyl)methyl]-5,6-dihydro-1H-pyrimidin-4-one